CC(CCC)[SiH](OCC)OCC 2-pentyl-bis-(2-ethoxy)silane